COCCON1N=CC2=CC=CC=C12 (2-methoxy-ethoxy)-1H-indazole